CC1CCC(N(C1)C(C(=O)NC=1C=NC=C(C(=O)N)C1)=O)C1=CC2=C(NN=C2)S1 5-(2-(5-methyl-2-(1H-thieno[2,3-c]pyrazol-5-yl)piperidin-1-yl)-2-oxoacetamido)Nicotinamide